(S)-1-(2-chloroethyl)-3-(2-((7-(8-methylnaphthalen-1-yl)-2-((1-methylpyrrolidin-2-yl)methoxy)-5,6,7,8-tetrahydropyrido[3,4-d]pyrimidin-4-yl)amino)ethyl)urea ClCCNC(=O)NCCNC=1C2=C(N=C(N1)OC[C@H]1N(CCC1)C)CN(CC2)C2=CC=CC1=CC=CC(=C21)C